3-(2'-fluoro-[1,1'-biphenyl]-4-yl)-4-(pyridin-3-yl)pyrrolidine-2,5-dione FC1=C(C=CC=C1)C1=CC=C(C=C1)C1C(NC(C1C=1C=NC=CC1)=O)=O